FC1(CN(CC[C@H]1NC1=NN2C(C(=N1)OC)=C(C(=C2)F)C=2C=CC1=C(N(C=N1)CC(F)F)C2)CCOC)F (R)-N-(3,3-difluoro-1-(2-methoxyethyl)piperidin-4-yl)-5-(1-(2,2-difluoroethyl)-1H-benzo[d]imidazol-6-yl)-6-fluoro-4-methoxypyrrolo[2,1-f][1,2,4]triazin-2-amine